5-bromo-2-(3-fluoro-4-methoxyphenyl)-1-(4-(methylsulfonyl)phenyl)-1H-indole BrC=1C=C2C=C(N(C2=CC1)C1=CC=C(C=C1)S(=O)(=O)C)C1=CC(=C(C=C1)OC)F